1-((2S,5R)-5-(4-((3-(2,5-dimethyl-2H-1,2,3-triazol-4-yl)phenyl)amino)-6-(pyrazin-2-yl)pyrimidin-2-yl)-2-methylpiperidin-1-yl)ethan-1-one CN1N=C(C(=N1)C=1C=C(C=CC1)NC1=NC(=NC(=C1)C1=NC=CN=C1)[C@@H]1CC[C@@H](N(C1)C(C)=O)C)C